2-Amino-4-(3-((S)-7-amino-5-azaspiro[2.4]heptan-5-yl)-5-fluoro-7,9-dihydrofuro[3,4-f]quinazolin-6-yl)-7-fluorothieno[3,2-c]pyridine-3-carbonitrile NC1=C(C=2C(=NC=C(C2S1)F)C=1C2=C(C=3C=NC(=NC3C1F)N1CC3(CC3)[C@@H](C1)N)COC2)C#N